secondary amyl isohexanoate C(CCC(C)C)(=O)OC(C)CCC